2-{[4-[4-(2-methoxy-phenyl)-piperidin-1-yl]-2-(1-methyl-cyclopropyl)-quinazolin-6-yl]-methyl-amino}-ethanol COC1=C(C=CC=C1)C1CCN(CC1)C1=NC(=NC2=CC=C(C=C12)N(CCO)C)C1(CC1)C